N-(4-aminobutyl)-4-[[3-(4-chloro-2,3-difluorophenyl)imidazo[1,2-a]pyrazin-8-yl]amino]-2-methylbenzamide NCCCCNC(C1=C(C=C(C=C1)NC=1C=2N(C=CN1)C(=CN2)C2=C(C(=C(C=C2)Cl)F)F)C)=O